N-[4-(3-Cyanophenyl)-5-(3-methylimidazo[1,2-a]pyridin-6-yl)thiazol-2-yl]-2-oxa-6-azaspiro[3.3]heptane-6-carboxamide C(#N)C=1C=C(C=CC1)C=1N=C(SC1C=1C=CC=2N(C1)C(=CN2)C)NC(=O)N2CC1(COC1)C2